ClC=1C=CC(=C(C1)NC(CNC(C(=O)[O-])CC1=CC=C(C=C1)Cl)=O)N1N=NC(=C1)Cl (2-((5-chloro-2-(4-chloro-1H-1,2,3-triazol-1-yl)phenyl)amino)-2-oxoethylamino)-3-(4-chlorophenyl)propanoate